8-methoxy-6-(3-(5-(6-(tetrahydro-2H-pyran-4-yl)-2,6-diazaspiro[3.3]hept-2-yl)pyridin-2-yl)-4-(2,2,2-trifluoroethyl)-1H-pyrazol-5-yl)-[1,2,4]triazolo[1,5-a]pyridine COC=1C=2N(C=C(C1)C1=C(C(=NN1)C1=NC=C(C=C1)N1CC3(C1)CN(C3)C3CCOCC3)CC(F)(F)F)N=CN2